C1(CC1)NC(CN1N=C(N2C(C1=O)=CC1=C2N=C(S1)C)C(C)C)=O N-Cyclopropyl-2-(5-isopropyl-2-methyl-8-oxothiazolo[5',4':4,5]pyrrolo[1,2-d][1,2,4]triazin-7(8H)-yl)acetamide